C(C1=CC=CC=C1)N1CCC2(N=C(C(N2)=S)C2=CC=C(C=C2)Br)CC1 8-benzyl-3-(4-bromophenyl)-1,4,8-triazaspiro[4.5]dec-3-ene-2-thione